COC1=C(CNCCC2=CC(=C(C(=C2)OC)OC)OC)C=CC=C1 N-(2-methoxybenzyl)-1-(3,4,5-trimethoxyphenyl)-2-aminoethane